(ethane-1,2-diylbis(oxy))bis(ethane-2,1-diyl)bis(2-(4-(1-oxoisoindolin-2-yl)phenyl)propanoate) C(COCCC(C(=O)[O-])(C)C1=CC=C(C=C1)N1C(C2=CC=CC=C2C1)=O)OCCC(C(=O)[O-])(C)C1=CC=C(C=C1)N1C(C2=CC=CC=C2C1)=O